FC(C=1C=C(C=CC1)C1=CN=C2N1N=C(C=C2)NC2CC1(C2)CCN(CC1)C(=O)OC(C)(C)C)(F)F Tert-butyl 2-[[3-[3-(trifluoromethyl)phenyl]imidazo[1,2-b]pyridazin-6-yl]amino]-7-azaspiro[3.5]nonane-7-carboxylate